OC(CCCCC)P(O)(O)=O alpha-hydroxyhexyl-phosphonic acid